C(CCCCCCCCCCCCCCCCCCCCCCCCCCCCC)C1=CC=CC=C1 triacontyl-benzene